NC(CCCCCN)(C1=CC=CC=C1)C1=CC=CC=C1 1,6-diaminodiphenylhexane